(3,5-dibromophenyl)dimethyl-(phenyl)silane tert-butyl-(3S)-4-hydroxy-3-methyl-1-oxo-2-oxa-8-azaspiro[4.5]decane-8-carboxylate C(C)(C)(C)OC(=O)N1CCC2(C([C@@H](OC2=O)C)O)CC1.BrC=1C=C(C=C(C1)Br)[Si](C1=CC=CC=C1)(C)C